ClC1=CC=C(C=N1)NC1=NC=CC2=CC(=CC=C12)O[C@@H]1C[C@@H](CCC1)O (1R,3S)-3-((1-((6-chloropyridin-3-yl)amino)isoquinolin-6-yl)oxy)cyclohexan-1-ol